pentamethylcyclopentadienyl-1,5-cyclooctadiene ruthenium chloride [Ru](Cl)(Cl)Cl.CC1(C(C(=C(CCC=C1)C1C=CC=C1)C)(C)C)C